C(C)(C)(C)OC(=O)N[C@H](CC=1C=C2C(=NC(=NN2C1)Cl)N(C(OC(C)(C)C)=O)CC1=C(C=CC=C1)F)CC1CC1 tert-butyl (S)-(6-(2-((tert-butoxycarbonyl)amino)-3-cyclopropylpropyl)-2-chloropyrrolo[2,1-f][1,2,4]triazin-4-yl)(2-fluorobenzyl)carbamate